acryloyldimethyl-taurine C(C=C)(=O)C(N(C)C)CS(=O)(=O)O